BrC=1C=NN(C1\C=C(/C#N)\C1=CC(=CC=C1)OC)C (Z)-3-(4-bromo-1-methyl-1H-pyrazol-5-yl)-2-(3-methoxyphenyl)acrylonitrile